C(C)(C)C1=C(C=C(C=C1)N1CN=C2CCCCC2=C1)OC 3-(4-isopropyl-3-methoxyphenyl)-5,6,7,8-tetrahydroquinazoline